(5-chloro-1H-indol-3-yl)-1-(3-fluoro-5-(trifluoromethyl)benzyl)-2-oxo-2,3-dihydro-1H-thieno[2,3-b][1,4]thiazine-6-carboxamide ClC=1C=C2C(=CNC2=CC1)C1C(N(C2=C(S1)SC(=C2)C(=O)N)CC2=CC(=CC(=C2)C(F)(F)F)F)=O